S1C(=NC2=C1C=CC=C2)C(=O)N[C@H](C(=O)O)CCNC(CCCCC2=NC=1NCCCC1C=C2)=O (2S)-2-(1,3-benzothiazole-2-carbonylamino)-4-[5-(5,6,7,8-tetrahydro-1,8-naphthyridin-2-yl)pentanoylamino]butanoic acid